tert-butyl 2-(1H-tetrazol-5-yl)-4,6,7,8-tetrahydropyrazolo[1,5-a][1,4]diazepine-5-carboxylate N1N=NN=C1C1=NN2C(CN(CCC2)C(=O)OC(C)(C)C)=C1